C(C)C1=NC(=NC(=C1S(=O)(=O)Cl)C)C(F)(F)F 4-Ethyl-6-methyl-2-(trifluoromethyl)pyrimidine-5-sulfonyl chloride